(R)-N7-(3-Cyano-4-fluorophenyl)-5-methyl-N1-((R)-1,1,1-trifluoropropan-2-yl)-5,6-dihydroimidazo[1,5-a]pyrazine-1,7(8H)-dicarboxamide C(#N)C=1C=C(C=CC1F)NC(=O)N1CC=2N([C@@H](C1)C)C=NC2C(=O)N[C@@H](C(F)(F)F)C